5-adamant-1-yl-2,4-dihydroxy-N-[2-(4-hydroxyphenyl)-ethyl]-benzoic acid amide C12(CC3CC(CC(C1)C3)C2)C=2C(=CC(=C(C(=O)NCCC3=CC=C(C=C3)O)C2)O)O